5-azidonorvaline N(=[N+]=[N-])CCC[C@H](N)C(=O)O